N(=C=O)C=CC isocyanatopropene